3-bromo-1,4-difluoro-2-methoxy-5-nitrobenzene BrC=1C(=C(C=C(C1F)[N+](=O)[O-])F)OC